CN(CCCOC=1C(=CC2=C(N=C(S2)CNC(=O)C2(CC3=CC=CC=C3C2)CC(=O)OC(C)(C)C)C1)OC)C tert-butyl 2-[2-[[5-[3-(dimethylamino)propoxy]-6-methoxy-1,3-benzothiazol-2-yl]methylcarbamoyl]indan-2-yl]acetate